CC1=C(C(NC(=C1)C)=O)CC1=C(C(=C(C(=O)N)C=C1C=1C=C2CCC(C2=C(C1)F)N1CCOCC1)C)N(C1CCOCC1)CC ((4,6-dimethyl-2-oxo-1,2-dihydropyridin-3-yl)methyl)-3-(ethyl(tetrahydro-2H-pyran-4-yl)amino)-5-(7-fluoro-1-morpholino-2,3-dihydro-1H-inden-5-yl)-2-methyl-benzamide